C(N)(=O)C=1C=C2C=CN=C(C2=CC1OC)OC[C@H]1N(C([C@H]([C@H]1CC)F)=O)CCOCCOCCOCCOCCNC(OC(C)(C)C)=O tert-butyl N-[2-[2-[2-[2-[2-[(2S,3S,4S)-2-[(6-carbamoyl-7-methoxy-1-isoquinolyl) oxymethyl]-3-ethyl-4-fluoro-5-oxo-pyrrolidin-1-yl]ethoxy]ethoxy]ethoxy]ethoxy]-ethyl]carbamate